4,4'-dinitroterphenyl [N+](=O)([O-])C1=CC=C(C=C1)C=1C(=CC(=CC1)[N+](=O)[O-])C1=CC=CC=C1